C(CC)OCC1=CC=CC=2C3=CC=CC=C3NC12 propoxymethylcarbazole